FC(C(=O)[O-])(F)F.CC1[NH2+]CC(C2=CC=CC=C12)C=1C=NN(C1)C 1-methyl-4-(1-methylpyrazol-4-yl)-1,2,3,4-tetrahydroisoquinolin-2-ium trifluoroacetate salt